N-((3-methoxythien-2-yl)methyl)ethylamine hydrochloride Cl.COC1=C(SC=C1)CNCC